OCCSSCCOC(N(C1=CC=C(C=C1)N1CCN(CC1)C)C)=O Methyl-[4-(4-methylpiperazin-1-yl)phenyl]carbamic acid 2-(2-hydroxyethyldisulfanyl)ethyl ester